N-(4-fluoro-3-(trifluorometh-yl)phenyl)-5-(2-methoxy-5-(5-(1-(2-meth-oxyethoxy)-cyclopropyl)-4,5-dihydro-isoxazol-3-yl)-benzamido)-2-methylbenzo[d]thiazole-6-carboxamide FC1=C(C=C(C=C1)NC(=O)C1=CC2=C(N=C(S2)C)C=C1NC(C1=C(C=CC(=C1)C1=NOC(C1)C1(CC1)OCCOC)OC)=O)C(F)(F)F